(R)-(5-(6-(3-methylmorpholino)-1H-benzo[d]imidazol-2-yl)-1H-pyrrol-3-yl)(2-(trifluoromethyl)phenyl)methanone C[C@@H]1COCCN1C=1C=CC2=C(NC(=N2)C2=CC(=CN2)C(=O)C2=C(C=CC=C2)C(F)(F)F)C1